(R)-3-(3-(p-chlorophenyl)allyl)-1-benzoyl-2-oxopiperidine-3-carboxylic acid ethyl ester C(C)OC(=O)[C@@]1(C(N(CCC1)C(C1=CC=CC=C1)=O)=O)CC=CC1=CC=C(C=C1)Cl